[4-(4-trifluoromethylphenyl)thiazol-2-yl]-3-methyl-1H-pyrazol-5-ol FC(C1=CC=C(C=C1)C=1N=C(SC1)N1N=C(C=C1O)C)(F)F